4-((5-(((6-Aminopyridin-2-yl)methoxy)methyl)-3-(1-isopropyl-1H-1,2,4-triazol-3-yl)-2-methoxyphenyl)amino)-6-chloro-N-(methyl-d3)nicotinamide NC1=CC=CC(=N1)COCC=1C=C(C(=C(C1)NC1=CC(=NC=C1C(=O)NC([2H])([2H])[2H])Cl)OC)C1=NN(C=N1)C(C)C